3,4,5-trichloro-2-[1-(pyrrolidine-3-sulfonyl)piperidin-4-yl]phenol ClC=1C(=C(C=C(C1Cl)Cl)O)C1CCN(CC1)S(=O)(=O)C1CNCC1